8-([1,2,4]triazolo[1,5-a]pyridin-8-yl)-N-((5-fluoro-2,3-dihydrobenzofuran-4-yl)methyl)-[1,2,4]triazolo[4,3-c]pyrimidin-5-amine N=1C=NN2C1C(=CC=C2)C=2C=1N(C(=NC2)NCC2=C(C=CC3=C2CCO3)F)C=NN1